(2R,3S,4S,5S)-4-(aminomethyl)-3-(3-chloro-2-fluorophenyl)-4-(4-chloro-2-fluorophenyl)-5-neopentylpyrrolidine-2-carboxylic acid tert-butyl ester C(C)(C)(C)OC(=O)[C@@H]1N[C@H]([C@@]([C@H]1C1=C(C(=CC=C1)Cl)F)(C1=C(C=C(C=C1)Cl)F)CN)CC(C)(C)C